FC1=CC=C(C=C1)CS(=O)(=O)N1CC(NCC1)C(F)(F)F 4-[(4-fluorophenyl)methylsulfonyl]-2-(trifluoromethyl)piperazine